(S)-3-amino-N-methyl-4-phenylbutanamide hydrochloride Cl.N[C@H](CC(=O)NC)CC1=CC=CC=C1